4-(6,11-dioxo-3H-naphtho[2,3-e]benzimidazol-2-yl)benzonitrile 5-oxo-1-tosyl-2,5-dihydro-1H-pyrrol-2-yl-acetate O=C1C=CC(N1S(=O)(=O)C1=CC=C(C)C=C1)CC(=O)O.O=C1C2=CC=CC=C2C(C2=C1C=CC=1NC(=NC12)C1=CC=C(C#N)C=C1)=O